C(#N)CC=1C=C(C=C(C1)F)NC(OC(C)(C)C)=O tert-butyl (3-(cyanomethyl)-5-fluorophenyl)carbamate